((3s,6s,9as)-3-((6r,7s)-7-cyano-6-(pyridin-3-yl)-4-azaspiro[2.4]heptane-4-carbonyl)-5-oxooctahydro-1H-pyrrolo[1,2-a]azepin-6-yl)carbamic acid tert-butyl ester C(C)(C)(C)OC(N[C@H]1CCC[C@@H]2N(C1=O)[C@@H](CC2)C(=O)N2C1(CC1)[C@H]([C@@H](C2)C=2C=NC=CC2)C#N)=O